(4-(ethylsulfonyl)phenyl)-N-(3-isopropyl-2-(4-(trifluoromethyl)benzyl)-3H-imidazo[4,5-b]pyridin-5-yl)acetamide C(C)S(=O)(=O)C1=CC=C(C=C1)CC(=O)NC1=CC=C2C(=N1)N(C(=N2)CC2=CC=C(C=C2)C(F)(F)F)C(C)C